Bis(2,5-dioxopyrrolidin-1-yl)(1S,4S)-cyclohexane-1,4-dicarboxylate O=C1N(C(CC1)=O)C1(CCC(CC1)(C(=O)[O-])N1C(CCC1=O)=O)C(=O)[O-]